ClC=1C(=NC(=NC1)N[C@H](CO)C)C1=CC=2C(N(CCC2S1)[C@@H](C(=O)N[C@H](CO)C1=CC(=CC(=C1)OC)F)C)=O (R)-2-(2-(5-Chloro-2-(((S)-1-hydroxypropan-2-yl)amino)pyrimidin-4-yl)-4-oxo-6,7-dihydrothieno[3,2-c]pyridin-5(4H)-yl)-N-((S)-1-(3-fluoro-5-methoxyphenyl)-2-hydroxyethyl)propionamide